N1(CCCC1)CCCOC1=CC=2N(C=C1)C(=CN2)C(=O)OCC Ethyl 7-(3-pyrrolidin-1-ylpropoxy)imidazo[1,2-a]pyridine-3-carboxylate